N-(pyridin-3-ylmethyl)prop-2-yn-1-amine N1=CC(=CC=C1)CNCC#C